(4-((2-(2H-chromen-4-yl)thiazol-4-yl)methoxy)-6-methoxybenzofuran-2-yl)-2-methoxyimidazo[2,1-b][1,3,4]thiadiazole O1CC=C(C2=CC=CC=C12)C=1SC=C(N1)COC1=CC(=CC2=C1C=C(O2)C2=CN=C1SC(=NN12)OC)OC